tert-butyl (2S,4S)-2-((4-(N-(tert-butyl) sulfamoyl) phenyl) carbamoyl)-4-phenylpyrrolidine-1-carboxylate C(C)(C)(C)NS(=O)(=O)C1=CC=C(C=C1)NC(=O)[C@H]1N(C[C@@H](C1)C1=CC=CC=C1)C(=O)OC(C)(C)C